2-((1,1-dimethylethyl)sulfonamido)-4-(pentafluoro-λ6-sulfanyl)benzoic acid CC(C)(C)S(=O)(=O)NC1=C(C(=O)O)C=CC(=C1)S(F)(F)(F)(F)F